ethyl 4-(ethoxy-(methyl) phosphinyl)-2-oxobutanoate C(C)OP(=O)(CCC(C(=O)OCC)=O)C